FC1CC(N(C1)C(CC1=CN=NN1C)=O)C(=O)NC(C1=CC=CC=C1)C1=CC(=C(C=C1)C(C)C)F 4-fluoro-N-{[3-fluoro-4-(propan-2-yl)phenyl](phenyl)methyl}-1-[2-(1-methyl-1H-1,2,3-triazol-5-yl)acetyl]pyrrolidine-2-carboxamide